5-trifluoromethyl-3-(3,5-dinitrophenyl)-1,2,4-oxadiazole FC(C1=NC(=NO1)C1=CC(=CC(=C1)[N+](=O)[O-])[N+](=O)[O-])(F)F